NC=1C(=C(C(=CC1C=C)[N+](=O)[O-])C(=O)C1=C(C=C(C=C1)F)Cl)Br (3-amino-2-bromo-6-nitro-4-vinylphenyl)(2-chloro-4-fluorophenyl)methanone